CN1N=NN=C1 (S)-1-methyl-1H-tetrazole